FC=1C=C(C=C(C1N1C(C2(N3C1=NC=C3C)CC2)=O)F)NC(=O)C2=NC=CC=C2 N-[3,5-difluoro-4-(3'-methyl-6'-oxo-spiro[cyclopropane-1,5'-imidazo[1,2-a]imidazol]-7'-yl)phenyl]pyridine-2-carboxamide